3-Bromo-N-(3-((4-methoxybenzyl)oxy)-2,6-dimethylphenyl)-6-methyl-5-((2,2,2-trifluoroethoxy)methyl)pyridin-2-amine BrC=1C(=NC(=C(C1)COCC(F)(F)F)C)NC1=C(C(=CC=C1C)OCC1=CC=C(C=C1)OC)C